(furan-2-ylmethyl)benzamide O1C(=CC=C1)CC1=C(C(=O)N)C=CC=C1